C(C)(C)(C)N(C(O)=O)C1=CC=C(C=C1)C(=O)NC[2H].ClCC(=O)NC1=CC=C(C=C1)F 2-chloro-N-(4-fluorophenyl)acetamide t-Butyl-(4-(deuteromethylaminoformyl)phenyl)carbamate